2-(pyridazin-4-yloxy)ethan-1-one Tert-butyl-((3-methoxy-1-methyl-1H-indazol-5-yl)methyl)carbamate C(C)(C)(C)N(C(O)=O)CC=1C=C2C(=NN(C2=CC1)C)OC.N1=NC=C(C=C1)OCC=O